2-cyclopropyl-4-fluoro-5-methoxy-N-(oxazol-5-ylmethyl)benzamide C1(CC1)C1=C(C(=O)NCC2=CN=CO2)C=C(C(=C1)F)OC